C(C1=CC=CC=C1)OC(=O)N(C1CCN(CC1)C(=O)[O-])CCO 4-(((benzyloxy)carbonyl)(2-hydroxyethyl)amino)piperidine-1-carboxylate